1-(4-{6-[3-(4-mesyl-2-anisidino)-1-propynyl]-1-(2,2,2-trifluoroethyl)-4-indolylamino}-1-piperidyl)-1-ethanone S(=O)(=O)(C)C=1C=C(C(OC)=CC1)NCC#CC1=CC(=C2C=CN(C2=C1)CC(F)(F)F)NC1CCN(CC1)C(C)=O